1-iminohexahydro-1λ6-thiopyran 1-oxide N=S1(CCCCC1)=O